(3-fluoro-4-(((6-(piperidin-4-yl)pyridin-2-yl)oxy)methyl)phenyl)(1-methylpiperidine-4-yl)methanone FC=1C=C(C=CC1COC1=NC(=CC=C1)C1CCNCC1)C(=O)C1CCN(CC1)C